5-(4-chloro-2-fluoro-phenyl)-2,3-dimethyl-7-(3-methyl-3-phenyl-1-piperidinyl)pyrido-[4,3-d]pyrimidin-4(3H)-one ClC1=CC(=C(C=C1)C1=NC(=CC=2N=C(N(C(C21)=O)C)C)N2CC(CCC2)(C2=CC=CC=C2)C)F